6-Nitrosaccharin [N+](=O)([O-])C1=CC=C2C(NS(=O)(=O)C2=C1)=O